C(C)C1=C(C=C(C(=C1)C)C)O 2-ethyl-4,5-dimethylphenol